FC=1C=C2C(=NC1)NC=C2C=2N=C(C1=C(N2)N(C=C1)C)N[C@H]1C[C@H](CCC1)NC(=O)C=1N=NNC1 |r| (+/-)-cis-N-(3-((2-(5-fluoro-1H-pyrrolo[2,3-b]pyridin-3-yl)-7-methyl-7H-pyrrolo[2,3-d]pyrimidin-4-yl)amino)cyclohexyl)-1H-1,2,3-triazole-4-carboxamide